6-amino-7,9-dihydro-8H-purin-8-one NC1=C2NC(NC2=NC=N1)=O